OCCN1N=CC(=C1)NC1=NN2C(C(=CC=C2)N2CC(C2)(N2N=CC(=C2)C(F)(F)F)CC#N)=N1 2-[1-[2-[[1-(2-hydroxyethyl)pyrazol-4-yl]amino]-[1,2,4]triazolo[1,5-a]pyridin-8-yl]-3-[4-(trifluoromethyl)pyrazol-1-yl]azetidin-3-yl]acetonitrile